triglycerin laurate C(CCCCCCCCCCC)(=O)O.OCC(O)CO.OCC(O)CO.OCC(O)CO